1-(2-azido-5-bromophenyl)-4-(prop-2-ene-1-yl)piperidine N(=[N+]=[N-])C1=C(C=C(C=C1)Br)N1CCC(CC1)CC=C